8-(6-methyl-7-oxo-6,7-dihydro-1H-pyrrolo[2,3-c]pyridin-4-yl)-6-(methylsulfonyl)spiro[1,4-benzoxazine-2,1'-cyclopropan]-3(4H)-one CN1C(C2=C(C(=C1)C1=CC(=CC=3NC(C4(CC4)OC31)=O)S(=O)(=O)C)C=CN2)=O